COC(=O)C1=CC=C2N=C(C=3N(C2=C1)C=NC3C)NCC3=CC=C(C=C3)OC.O=C3N(CC1=CC(=CC=C31)C3CCN(CC3)CC=3SC=CN3)C3C(NC(CC3)=O)=O 3-(1-oxo-5-(1-(thiazol-2-ylmethyl)piperidin-4-yl)isoindolin-2-yl)piperidine-2,6-dione methyl-4-[(4-methoxyphenyl)methylamino]-3-methylimidazo[1,5-a]quinoxaline-8-carboxylate